C1(=CC=CC=C1)C1=C2CCN(C2=CC=C1)C=1C2=C(N=CN1)C=C(C=N2)CN2C[C@@H](CC2)O (R)-1-((4-(4-phenylindolin-1-yl)pyrido[3,2-d]pyrimidin-7-yl)methyl)pyrrolidin-3-ol